phenyl-palladium iodide C1(=CC=CC=C1)[Pd]I